ClC=1C=C2C(N=C/3N(C2=CC1)CC\C3=C/C3=CC(=C(C(=C3)OC)O)OC)=O (E)-7-chloro-3-(4-hydroxy-3,5-dimethoxybenzylidene)-2,3-dihydropyrrolo[1,2-a]quinazolin-5(1H)-one